N-(8-(methylamino)-5-(2-oxotetrahydrofuran-3-yl)-2,7-naphthyridin-3-yl)cyclopropanecarboxamide CNC=1N=CC(=C2C=C(N=CC12)NC(=O)C1CC1)C1C(OCC1)=O